1-(5-chloro-4-((3-(3,5-dihydroxy-3-methylpentyl)-1-methyl-2-oxo-2,3-dihydro-1H-benzo[d]imidazol-5-yl)amino)pyrimidin-2-yl)-N,N-dimethylpiperidine-4-carboxamide ClC=1C(=NC(=NC1)N1CCC(CC1)C(=O)N(C)C)NC1=CC2=C(N(C(N2CCC(CCO)(C)O)=O)C)C=C1